(1R,2R)-1-(2-methoxy-5-methylphenyl)-N-(2-methylquinoline-5-sulfonyl)-2-[5-(propan-2-yl)pyrazin-2-yl]cyclopropane-1-carboxamide COC1=C(C=C(C=C1)C)[C@@]1([C@@H](C1)C1=NC=C(N=C1)C(C)C)C(=O)NS(=O)(=O)C=1C=2C=CC(=NC2C=CC1)C